3-methoxy-4-(2-(N-((4-(trifluoromethyl)pyridin-3-yl)methyl)-(2,3,4,5,6-pentafluoro-phenyl)sulfonamido)-N-(3-(pyrrolidin-1-yl)benzyl)acetamido)benzoic acid COC=1C=C(C(=O)O)C=CC1N(C(CN(S(=O)(=O)C1=C(C(=C(C(=C1F)F)F)F)F)CC=1C=NC=CC1C(F)(F)F)=O)CC1=CC(=CC=C1)N1CCCC1